4-(β-hydroxyethyl)amino-3-nitrobenzamide OCCNC1=C(C=C(C(=O)N)C=C1)[N+](=O)[O-]